C(=O)N[C@@H](CCCCN)C(=O)O formyl-Z-lysine